BrC1=CC=CC(=N1)C(=O)NC1=NC=C(C=C1)NC(=O)C1CN(CC(C1)(F)F)S(=O)(=O)C=C 6-bromo-N-(5-(5,5-difluoro-1-(vinylsulfonyl)piperidine-3-carboxamido)pyridin-2-yl)picolinamide